methyl (3-methyl-4-((5-(4-(trifluoromethyl)phenyl)-1H-pyrazol-3-yl)amino)phenyl)carbamate CC=1C=C(C=CC1NC1=NNC(=C1)C1=CC=C(C=C1)C(F)(F)F)NC(OC)=O